C(C)(C)N(C=O)C(C)C N,N-diisopropyl-formamide